N[C@H](C(=O)O)CC1=CC(=C(C(=C1)Cl)OCC1=C(C=CC(=C1)N)OCC1=CC2=CC=CC=C2C=C1)Cl (S)-2-amino-3-(4-((5-amino-2-(naphthalen-2-ylmethoxy)benzyl)oxy)-3,5-dichlorophenyl)propionic acid